2-methoxy-4-(6-(4-pentamidothiophen-2-yl)pyrazin-2-yl)-N-(1H-tetrazol-5-yl)benzamide COC1=C(C(=O)NC2=NN=NN2)C=CC(=C1)C1=NC(=CN=C1)C=1SC=C(C1)NC(CCCC)=O